N,N-dimethyl-2-(3-methylimidazo[1,5-a]pyridin-1-yl)ethan-1-amine CN(CCC=1N=C(N2C1C=CC=C2)C)C